(3-chloro-6-(3-methoxypropyl)pyrazin-2-yl)piperidine-4-carbonitrile ClC=1C(=NC(=CN1)CCCOC)N1CCC(CC1)C#N